C(#N)C=1C=CC(=C2C=CC=NC12)N1C[C@@]2(C[C@@]2(C1)C(F)(F)F)C(=O)NNC(=O)N1CCOCC1 N'-((1S,5R)-3-(8-cyanoquinolin-5-yl)-5-(trifluoromethyl)-3-azabicyclo[3.1.0]hexane-1-carbonyl)morpholine-4-carbohydrazide